N-(2-((5-(1-(3,5-dichloropyridin-4-yl)ethoxy)1H-indazol-3-yl)amino)-3-cyclopropylphenyl)acrylamide ClC=1C=NC=C(C1C(C)OC=1C=C2C(=NNC2=CC1)NC1=C(C=CC=C1C1CC1)NC(C=C)=O)Cl